CN1CC(N(CC1)C(=O)C1=C(C=C(C=C1)[N+](=O)[O-])N1N=C(C=C1)C)C1=CC=CC=C1 (4-methyl-2-phenylpiperazin-1-yl)-[2-(3-methylpyrazol-1-yl)-4-nitrophenyl]methanone